N-(1-(fluoromethyl)-2-oxo-1,2-dihydropyridin-3-yl)-2-((1R,4R)-4-((R)-2-hydroxy-N-methylpropanamidyl)cyclohexyl)-6-methoxy-2H-indazole-5-carboxamide FCN1C(C(=CC=C1)NC(=O)C1=CC2=CN(N=C2C=C1OC)C1CCC(CC1)N(C([C@@H](C)O)=O)C)=O